BrC1=C(C=C2C=NN(C2=C1)C1CCN(CC1)C(=O)OC(C)(C)C)F tert-butyl 4-(6-bromo-5-fluoroindazol-1-yl)piperidine-1-carboxylate